8-fluoro-2-[[(2s)-1-methylpyrrolidin-2-yl]methoxy]quinazoline FC=1C=CC=C2C=NC(=NC12)OC[C@H]1N(CCC1)C